(1-hydroxypropan-2-yl)-8-(pyridin-3-yl)-6-(4-(trifluoromethoxy)phenyl)pyrido[3,4-d]pyrimidin-4(3H)-one OCC(C)C=1NC(C2=C(N1)C(=NC(=C2)C2=CC=C(C=C2)OC(F)(F)F)C=2C=NC=CC2)=O